N1-benzyl-4-chloro-6-fluoro-N3-(4-methylphenyl)benzene-1,3-dicarboxamide C(C1=CC=CC=C1)NC(=O)C1=CC(=C(C=C1F)Cl)C(=O)NC1=CC=C(C=C1)C